1-pentyl-2-propylpyrrolium cyanide [C-]#N.C(CCCC)[NH+]1C(=CC=C1)CCC